[Cl-].C(CCCCC)=N.[Ni+2].[Cl-] nickel (II) hexaanimine chloride